CC(CNC(C1=CC(=CC=C1)NC1=CC=C(C=C1)\C=C\C=1C=NC=CC1)=O)(C)C N-(2,2-dimethylpropyl)-3-({4-[(E)-2-(pyridin-3-yl)vinyl]phenyl}amino)benzamide